C[Si](C)(C)C#CC1=CN=C2N1CCNC2 3-((trimethylsilyl)ethynyl)-5,6,7,8-tetrahydroimidazo[1,2-a]pyrazine